FC1(CN(C1)CCC1=NNC(C(=C1)C)=O)C 3-(2-(3-fluoro-3-methylazetidin-1-yl)ethyl)-5-methyl-6-oxopyridazin